FC(C(=O)O)(F)F.CC=1N=C(NC1C)C1=NC=CC(=C1)C=1CN(CCC1)CC1CCOCC1 2-(4,5-Dimethyl-1H-imidazol-2-yl)-4-(1-((tetrahydro-2H-pyran-4-yl)methyl)-1,2,5,6-tetrahydropyridin-3-yl)pyridine trifluoroacetate salt